C(C1=CC=CC=C1)(C1=CC=CC=C1)N1CCN(CCC1)CC=1C=C2CN(C(C2=C(C1)F)=O)C1C(NC(CC1)=O)=O 3-(5-((4-benzhydryl-1,4-diazepan-1-yl)methyl)-7-fluoro-1-oxoisoindolin-2-yl)piperidine-2,6-dione